(S)-METHYL 2-(6'-CHLORO-5-(CYCLOBUTYLMETHYL)-3',4,4',5-TETRAHYDRO-2H,2'H-SPIRO[BENZO[B][1,4]OXAZEPINE-3,1'-NAPHTHALEN]-7-YL)ACETATE ClC=1C=C2CCC[C@]3(C2=CC1)CN(C1=C(OC3)C=CC(=C1)CC(=O)OC)CC1CCC1